C1OCC12CN(C2)C(=O)C2=CC=C(C=C2)Br (4-bromophenyl) (2-oxa-6-azaspiro[3.3]hept-6-yl) ketone